tert-butyl 2-(5-bromothiophene-2-yl)acetate BrC1=CC=C(S1)CC(=O)OC(C)(C)C